(2R,4S)-4-[[(2S)-2-amino-4-methyl-pentanoyl]amino]-2-(4-dihydroxyboryl-butyl)piperidine-2-carboxylic acid N[C@H](C(=O)N[C@@H]1C[C@@](NCC1)(C(=O)O)CCCCB(O)O)CC(C)C